7-(6-chloro-2-methyl-2-(methylamino)-2,3-dihydro-1H-inden-5-yl)-3-((1-(4,4-difluoro-3-(3-fluoro-1H-pyrazol-1-yl)butyryl)-4-hydroxypiperidin-4-yl)methyl)thieno[3,4-d]pyrimidin-4(3H)-one ClC1=C(C=C2CC(CC2=C1)(NC)C)C=1SC=C2C1N=CN(C2=O)CC2(CCN(CC2)C(CC(C(F)F)N2N=C(C=C2)F)=O)O